8-(4-(methoxy)phenyl)-N-(3-(4-(cyclopropylmethyl)piperazin-1-yl)phenyl)quinazolin-2-amine COC1=CC=C(C=C1)C=1C=CC=C2C=NC(=NC12)NC1=CC(=CC=C1)N1CCN(CC1)CC1CC1